(4-(difluoromethoxy)phenyl)methylamine FC(OC1=CC=C(C=C1)CN)F